2-[[[4-cyano-7-(4-isopropylphenyl)-2,3-dihydrobenzofuran-5-yl]amino]methyl]-N-methyl-prop-2-enamide C(#N)C1=C(C=C(C2=C1CCO2)C2=CC=C(C=C2)C(C)C)NCC(C(=O)NC)=C